(cis)-4-(pyridin-2-yl)piperidine-3-carboxylic acid ethyl ester C(C)OC(=O)[C@@H]1CNCC[C@@H]1C1=NC=CC=C1